C(=O)(O)C(CC=1C=C2C(=CC=NC2=CC1)CN(CC=1C=C(C=CC1)CC(C(=O)O)C1CNCC1)CC=1C=C(C=CC1)CC(C(=O)O)C1CNCC1)C1CNCC1 3,3'-(((((6-(2-carboxy-2-(pyrrolidin-3-yl)ethyl)quinolin-4-yl)methyl)azanediyl)bis(methylene))bis(3,1-phenylene))bis(2-(pyrrolidin-3-yl)propanoic acid)